FC1=C(C#N)C=C(C=C1)OC=1C(=C2C=CNC2=CC1F)S(=O)(=O)C 2-Fluoro-5-((6-fluoro-4-(S-methylsulfonyl)indol-5-yl)oxy)benzonitrile